(S)-2-(4-(3-Chloro-4-(2-chloro-3-(6-methoxy-5-((((5-oxopyrrolidin-2-yl)methyl)amino)methyl)pyridin-2-yl)phenyl)pyridin-2-yl)-2-methoxybenzyl)-2,6-diazaspiro[3.4]octan-7-one ClC=1C(=NC=CC1C1=C(C(=CC=C1)C1=NC(=C(C=C1)CNC[C@H]1NC(CC1)=O)OC)Cl)C1=CC(=C(CN2CC3(C2)CNC(C3)=O)C=C1)OC